(1S,2S)-2-(3-chlorophenyl)-N-(6-(((6-cyclopropyl-8-(4-methylpiperazin-1-yl)imidazo[1,2-a]pyridin-2-yl)methyl)amino)-2-hydroxypyrimidin-4-yl)cyclopropane-1-carboxamide ClC=1C=C(C=CC1)[C@@H]1[C@H](C1)C(=O)NC1=NC(=NC(=C1)NCC=1N=C2N(C=C(C=C2N2CCN(CC2)C)C2CC2)C1)O